C(C)C(C(=O)[O-])CCCCCC C8-E-(ethyl octanoate)